4-Bromo-1-[2-chloro-4-(1,1,1,2,3,3,3-heptafluoropropan-2-yl)-6-(trifluoromethyl)phenyl]-1H-pyrazole BrC=1C=NN(C1)C1=C(C=C(C=C1C(F)(F)F)C(C(F)(F)F)(C(F)(F)F)F)Cl